N(N)C(=O)Cl Diazane-1-carbonyl chloride